1-(quinolin-3-yl)-2-propen-1-ol N1=CC(=CC2=CC=CC=C12)C(C=C)O